2-bromo-8,9-dichloro-7-(2,6-difluorophenyl)-5H-pyrimido[1,2-a][1,4]benzodiazepin-3-one BrC=1C(N=C2N(C3=C(C(=NC2)C2=C(C=CC=C2F)F)C(=C(C=C3)Cl)Cl)C1)=O